C(C)(C)(C)OC(=O)N1[C@H](CN([C@@H](C1)C)C(C1=CC=C(C=C1)F)C1=NOC(=N1)C(C)(C)C)C (2s,5r)-4-((5-(tert-butyl)-1,2,4-oxadiazol-3-yl)(4-fluorophenyl)methyl)-2,5-dimethylpiperazine-1-carboxylic acid tert-butyl ester